ethyl 3-[1-[4-(benzyloxy)butyl]-4-methyl-1H-benzotriazol-5-yl]-3-[3-chloro-5-(hydroxymethyl)-4-methylphenyl]propanoate C(C1=CC=CC=C1)OCCCCN1N=NC2=C1C=CC(=C2C)C(CC(=O)OCC)C2=CC(=C(C(=C2)CO)C)Cl